N-ethyl-5-fluoro-2-[(5-{7-[(2S,4R)-4-fluoropyrrolidine-2-carbonyl]-2,7-diazaspiro[3.5]non-2-yl}-1,2,4-triazin-6-yl)oxy]-N-(propan-2-yl)benzamide C(C)N(C(C1=C(C=CC(=C1)F)OC1=C(N=CN=N1)N1CC2(C1)CCN(CC2)C(=O)[C@H]2NC[C@@H](C2)F)=O)C(C)C